COC=1C=C(CN(C(=O)OCCOCCOC=2C=CC=C(C2)N(C)C)CC2=CC(=CC=C2)OC)C=CC1 5-[bis(3-methoxybenzyl)aminocarbonyloxyethoxyethoxy]dimethylaminobenzene